Chloro(phosphorus) Cl[P]